3-(4,4,5,5-tetramethyl-1,3,2-dioxaborolan-2-yl)-5,6-dihydro-8H-imidazo[5,1-c][1,4]oxazine CC1(OB(OC1(C)C)C1=NC=C2COCCN21)C